(9H-fluoren-9-ylidenedi-4,1-phenylene)bis[1,3-dihydro-1,3-dioxo-5-isobenzofurancarboxamide] C1=CC=CC=2C3=CC=CC=C3C(C12)(C1=CC=C(C=C1)C1=C2C(OC(C2=CC=C1C(=O)N)=O)=O)C1=CC=C(C=C1)C1=C2C(OC(C2=CC=C1C(=O)N)=O)=O